NC=1NC(C=2N=CN(C2N1)CCOCP1(OCC(O1)C1=CC(=CC=C1)Cl)=O)=O 2-amino-9-(2-((4-(3-chlorophenyl)-2-oxo-1,3,2-dioxaphospholan-2-yl)methoxy)ethyl)-1,9-dihydro-6H-purin-6-one